FC(C(C(C(C(F)(F)F)(F)F)(F)F)(F)F)(C(C(F)(F)OC(C(C(C(C(C(C(F)(F)F)(F)F)(F)F)(F)F)(F)F)(F)F)(F)F)(F)F)F perfluoropentyl-1,1,2,2-tetrafluoroethyl ether